tert-butyl 4-(6-chloro-3-methoxypyridin-2-yl)piperazine-1-carboxylate ClC1=CC=C(C(=N1)N1CCN(CC1)C(=O)OC(C)(C)C)OC